1-(6-chloro-2-(2,6-dichloro-3,5-dimethoxyphenyl)pyrido[3,4-d]pyrimidin-4-yl)-4-methylpiperidin-4-ol ClC1=CC2=C(N=C(N=C2N2CCC(CC2)(O)C)C2=C(C(=CC(=C2Cl)OC)OC)Cl)C=N1